1-(benzo[d]thiazol-6-yl)-7-chloro-4-(methylamino)quinazolin-2(1H)-one S1C=NC2=C1C=C(C=C2)N2C(N=C(C1=CC=C(C=C21)Cl)NC)=O